CC(C(C)OCCCNCCCN1CCCC1)(C)C N-(3-(3,3-dimethylbut-2-yloxy)propyl)-3-(pyrrolidinyl)propan-1-amine